N1C=CC2=CC(=CC=C12)C1=NOC(=N1)C=1C=CC(=C(C#N)C1)NCC=C 5-(3-(1H-indol-5-yl)-1,2,4-oxadiazol-5-yl)-2-(allylamino)benzonitrile